CC1=CC=C(C(N1)=O)C(=O)N 6-methyl-2-oxopyridine-3-carboxamide